ClC=1C=CC(=C(C1)C1=CC(=C(N=N1)SCCO)NC1=CC(=NC=C1)NC(CN1CC2CN(C(C1)CC2)C)=O)F N-(4-{[6-(5-chloro-2-fluorophenyl)-3-[(2-hydroxyethyl)sulfanyl]pyridazin-4-yl]amino}pyridin-2-yl)-2-{6-methyl-3,6-diazabicyclo[3.2.2]nonan-3-yl}acetamide